2-[3'-tert-butyl-2'-hydroxy-5'-[2-(2-ethylhexyl-oxy)carbonylethyl]phenyl]benzotriazole C(C)(C)(C)C=1C(=C(C=C(C1)CCC(=O)OCC(CCCC)CC)N1N=C2C(=N1)C=CC=C2)O